C(C)OC1=C(C=NC(=C1)OCC1=CC=C(C=C1)OC)C1=CC(=C(C=C1)CC(=O)NC=1C=C(C(=O)NCCN2[C@H](CCC2)C)C=C(C1)C(F)(F)F)F (S)-3-(2-(4-(4-ethoxy-6-((4-methoxybenzyl)oxy)pyridin-3-yl)-2-fluorophenyl)acetamido)-N-(2-(2-methylpyrrolidin-1-yl)ethyl)-5-(trifluoromethyl)benzamide